N-(2-isoPropoxy-4-(4-methylpiperazin-1-yl)phenyl)-7-phenethyl-7H-pyrrolo[2,3-d]pyrimidin-2-amine C(C)(C)OC1=C(C=CC(=C1)N1CCN(CC1)C)NC=1N=CC2=C(N1)N(C=C2)CCC2=CC=CC=C2